(1-(4-chlorophenyl)-2-(piperazin-1-yl)ethyl)-6-isopropoxypyridine-3-sulfonamide ClC1=CC=C(C=C1)C(CN1CCNCC1)C1=NC(=CC=C1S(=O)(=O)N)OC(C)C